O[C@@H](C(=O)O)C D-2-hydroxypropionic acid